CCO[Si](OC)(C)CCCOC(C=C)=O methyl-acryloxypropyl-methyl-dimethoxysilane